N-((2S)-4-((3,3-difluorocyclobutyl)amino)-3-hydroxy-4-oxo-1-((S)-2-oxopiperidin-3-yl)butan-2-yl)pentanamide FC1(CC(C1)NC(C([C@H](C[C@H]1C(NCCC1)=O)NC(CCCC)=O)O)=O)F